Racemic-(3S,4S)-1-(4-((3R*,4R*)-3-(heptyloxy)-4-(hexylcarbamoyl)pyrrolidine-1-carbonyl)benzoyl)-N3,N4-bis((1S,2R)-2-phenylcyclopropyl)pyrrolidine-3,4-dicarboxamide C(CCCCCC)O[C@H]1CN(C[C@H]1C(NCCCCCC)=O)C(=O)C1=CC=C(C(=O)N2C[C@H]([C@@H](C2)C(=O)N[C@@H]2[C@H](C2)C2=CC=CC=C2)C(=O)N[C@@H]2[C@H](C2)C2=CC=CC=C2)C=C1 |o1:8,12,&1:32,33|